FC1(CC=2C3=C(C(NC2[C@](C1)(C)OC)=O)SC(=C3)C=3C=NNC3)F (R)-8,8-difluoro-6-methoxy-6-methyl-2-(1H-pyrazol-4-yl)-6,7,8,9-tetrahydrothieno[2,3-c]quinolin-4(5H)-one